FC1=C2CC(CC2=CC=C1)NC1CC(C1)N[C@@H]1CC(N(C1)C=1C=CC=2OCC(NC2N1)=O)=O 6-[(4R)-4-[[3-[(4-fluoro-2,3-dihydro-1H-inden-2-yl)amino]cyclobutyl]amino]-2-oxopyrrolidin-1-yl]-4H-pyrido[3,2-b][1,4]oxazin-3-one